FC1=C(C(=CC=C1)F)C#CC=1C=C2C(=CC=NC2=CC1)N 6-((2,6-Difluorophenyl)ethynyl)quinolin-4-amine